NCCOC=1C=C(C=CC1)S(=O)(=O)N1CCC(CC1)NC=1N=CC2=C(N1)N(C(C=C2)=O)C2CCCC2 2-((1-((3-(2-aminoethoxy)phenyl)sulfonyl)piperidin-4-yl)amino)-8-cyclopentylpyrido-[2,3-d]pyrimidin-7(8H)-one